Methyl 5-(cyclohexyl methoxy)-4-methoxy-2-propionamidobenzoate C1(CCCCC1)COC=1C(=CC(=C(C(=O)OC)C1)NC(CC)=O)OC